t-butoxybutyltris(t-butoxy)tin C(C)(C)(C)OCCCC[Sn](OC(C)(C)C)(OC(C)(C)C)OC(C)(C)C